Tert-butyl-(R)-3-(2-(4-(3-chlorophenyl)piperazin-1-yl)ethyl)-1-oxo-2,8-diazaspiro[4.5]decane-8-carboxylic acid C(C)(C)(C)N1C(C2(C[C@@H]1CCN1CCN(CC1)C1=CC(=CC=C1)Cl)CCN(CC2)C(=O)O)=O